ClC1=C2C=C(NC2=CC(=C1)Cl)C(=O)N[C@H](C(=O)N[C@@H](C[C@H]1C(NCC1)=O)C#N)CC(C)(C)C 4,6-dichloro-N-[(2S)-1-({(1S)-1-cyano-2-[(3S)-2-oxopyrrolidin-3-yl]ethyl}amino)-4,4-dimethyl-1-oxopentan-2-yl]-1H-indole-2-carboxamide